COC=1C(=CC(=C(C1)B(O)O)C)C (5-methoxy-2,4-dimeth-ylphenyl)-boronic acid